(R)-11-(1-((2-bromo-6-chloropyridin-3-yl)amino)ethyl)-9-fluoro-5,6-dihydro-7H-chromeno[2,3-f]quinolin-7-one BrC1=NC(=CC=C1N[C@H](C)C=1C=C(C=C2C(C3=C(C=4C=CC=NC4CC3)OC12)=O)F)Cl